5-(4-((1,4-Dioxacyclohexan-2-yl)methoxy)-3-cyanophenyl)-2-oxo-6-(trifluoromethyl)-1,2-dihydropyridine-3-carboxamide O1C(COCC1)COC1=C(C=C(C=C1)C=1C=C(C(NC1C(F)(F)F)=O)C(=O)N)C#N